O=C1N(CCC(N1)=O)C1=NN(C2=C(C=CC=C12)NC(C)=O)C N-(3-(2,4-dioxotetrahydropyrimidin-1(2H)-yl)-1-methyl-1H-indazol-7-yl)acetamide